α-butylhydroquinone C(CCC)C1=C(O)C=CC(=C1)O